Francium naphthalenedisulfonate methyl-(2S)-2-amino-3-methoxypropanoate hydrochloride Cl.COC([C@H](COC)N)=O.C=1(C(=CC=C2C=CC=CC12)S(=O)(=O)[O-])S(=O)(=O)[O-].[Fr+].[Fr+]